C1(CC1)CN(C1=CC(N(C=2C=CC(=NC12)C#N)C)=O)C1=CC=C(C=C1)OC(F)(F)F 8-((cyclopropylmethyl)(4-(trifluoromethoxy)phenyl)amino)-5-methyl-6-oxo-5,6-dihydro-1,5-naphthyridine-2-carbonitrile